FC(C(=O)[O-])(F)F.C(=O)(O)C(CCC(NCCCCNC(=NC(OCC)=O)NC(=O)OCC)=O)[NH3+] 16-carboxy-6-((ethoxycarbonyl)amino)-4,13-dioxo-3-oxa-5,7,12-triazahexadec-5-en-16-aminium 2,2,2-trifluoroacetate